CS(=O)(=O)O.ClC1=C(C(=CC=C1)F)C1=NC(=C(N1)C1=CC=C2C(=N1)N(C(=N2)N)CC(C)(C)C)C2=CC=CC=C2 5-[2-(2-Chloro-6-fluoro-phenyl)-5-phenyl-3H-imidazol-4-yl]-3-(2,2-dimethylpropyl)-3H-imidazo[4,5-b]pyridin-2-ylamine methanesulfonate